2-((S)-1-(4-(6-((4-chloro-2-fluorobenzyl)oxy)pyridin-2-yl)piperazin-1-yl)ethyl)-3-(((S)-oxetan-2-yl)methyl)-3H-imidazo[4,5-b]pyridin ClC1=CC(=C(COC2=CC=CC(=N2)N2CCN(CC2)[C@@H](C)C2=NC=3C(=NC=CC3)N2C[C@H]2OCC2)C=C1)F